CS(=O)(=O)/C=C/[C@@H](C)NC(=O)C=1C(=NC(=NC1)CC(F)(F)F)OC1=CC=CC=C1 (R,E)-N-(4-(methylsulfonyl)but-3-en-2-yl)-4-phenoxy-2-(2,2,2-trifluoroethyl)pyrimidine-5-carboxamide